2-(8-(cyclopropylmethyl)-7-fluoro-3-(methoxymethoxy)naphthalen-1-yl)-4,4,5,5-tetramethyl-1,3,2-dioxaborolane C1(CC1)CC=1C(=CC=C2C=C(C=C(C12)B1OC(C(O1)(C)C)(C)C)OCOC)F